C(=CCCCCC(CCC(CCCCCC)O)O)O 1,7,10-hexadecenetriol